chloromethyl pentadecyl carbonate C(OCCl)(OCCCCCCCCCCCCCCC)=O